Sodium 4-((4-acrylamidophenyl)amino)-1-amino-9,10-dioxo-9,10-dihydroanthracene-2-sulfonate C(C=C)(=O)NC1=CC=C(C=C1)NC1=CC(=C(C=2C(C3=CC=CC=C3C(C12)=O)=O)N)S(=O)(=O)[O-].[Na+]